OC(CS(=O)(=O)OCC(C)(C)C)C 2,2-dimethylpropyl 2-hydroxypropane-1-sulfonate